(11aS)-8-chloro-7-fluoro-5-(methylsulfinyl)-2,3,11,11a-tetrahydro-1H-10-oxa-3a,4,6,9-tetraazanaphtho[1,8-ef]azulene ClC1=C(C=2C3=C([C@@H]4CON=C14)CCCN3N=C(N2)S(=O)C)F